4-FORMYL-3-HYDROXY-N-METHYLBENZAMIDE C(=O)C1=C(C=C(C(=O)NC)C=C1)O